COC=1C=C(CN(C2=CC=C(C=C2)OCCOCCN2CCOCC2)CC2=CC(=CC=C2)OC)C=CC1 N,N-bis(3-methoxybenzyl)-4-(2-(2-morpholinoethoxy)ethoxy)aniline